COC=1C=C(C=CC1OC)C(CC(=O)OCC)=O Ethyl 3-(3,4-dimethoxyphenyl)-3-oxopropionate